((3r,5r)-3-amino-5-fluoropiperidin-1-yl)(2-(1-(cyclopropylmethyl)-5-fluoro-7-(1-(tetrahydrofuran-2-carbonyl)piperidin-4-yl)-1H-indol-2-yl)-3-methylpyrazolo[1,5-a]pyridin-6-yl)methanone N[C@H]1CN(C[C@@H](C1)F)C(=O)C=1C=CC=2N(C1)N=C(C2C)C=2N(C1=C(C=C(C=C1C2)F)C2CCN(CC2)C(=O)C2OCCC2)CC2CC2